CC1=NN=C(S1)NCC(CC(CCC[Si](OC)(OC)OC)=O)O methyl-2-[2-hydroxy-4-oxo-7-(trimethoxysilyl)heptylamino]-1,3,4-thiadiazole